5-methyloloxazolidinone C(O)C1CNC(O1)=O